C(C=C)NC1=NC=C(N=C1Br)Br N-allyl-3,5-dibromopyrazin-2-amine